BrC1=CC=C(C=C1)N1N=CC2=CC(=CC=C12)C=1C(=NN(C1)C1OCCCC1)C1=NC(=CC=C1)C 1-(4-bromophenyl)-5-(3-(6-methylpyridin-2-yl)-1-(tetrahydro-2H-pyran-2-yl)1H-pyrazol-4-yl)-1H-indazole